2-amino-3-((3-((3R,5R)-5-(4-fluorophenyl)tetrahydro-furan-3-yl)-1,2,4-oxadiazol-5-yl)methyl)-5-methylimidazo[5,1-f][1,2,4]triazin-4(3H)-one NC1=NN2C(C(N1CC1=NC(=NO1)[C@@H]1CO[C@H](C1)C1=CC=C(C=C1)F)=O)=C(N=C2)C